C(CC)N(C=O)C1=C(C=CC=C1)NC1=NC=CC=C1 N-propyl-N-(2-(pyridin-2-ylamino)phenyl)carboxamide